1-(4-fluoro-3-methylbenzyl)-N3-methyl-N5-(2-methylcyclopropyl)-2-oxo-1,2-Dihydropyridine-3,5-dicarboxylic acid diamide FC1=C(C=C(CN2C(C(=CC(=C2)C(=O)NC2C(C2)C)C(=O)NC)=O)C=C1)C